5,7-dichloro-3-((3aR,3bR,4aS,5R,5aS)-2,2-dimethyl-3b-((trityloxy)methyl)hexahydrocyclopropa[3,4]cyclopenta[1,2-d][1,3]dioxol-5-yl)-3H-imidazo[4,5-b]pyridine ClC1=CC(=C2C(=N1)N(C=N2)[C@@H]2[C@@H]1[C@]([C@@H]3[C@H]2OC(O3)(C)C)(C1)COC(C1=CC=CC=C1)(C1=CC=CC=C1)C1=CC=CC=C1)Cl